7-(benzyloxy)-6-bromo-1,3-dimethylquinazoline-2,4(1H,3H)-dione C(C1=CC=CC=C1)OC1=C(C=C2C(N(C(N(C2=C1)C)=O)C)=O)Br